6-chloro-2-phenylfuran ClC1=CC=CC=C1C=1OC=CC1